C[C@H]1N(C[C@H](N(C1)C1=NC=C(C=N1)C(F)(F)F)C)C(=O)OCCC1=CNC(C(=C1)C(F)(F)F)=O 2-(6-oxo-5-(trifluoromethyl)-1,6-dihydropyridin-3-yl)ethyl (2R,5R)-2,5-dimethyl-4-(5-(Trifluoromethyl)pyrimidin-2-yl)piperazine-1-carboxylate